(E)-but-1-en-3-yn-1-ylbenzene C(=C\C#C)/C1=CC=CC=C1